C(C=C)(=O)N1[C@H](CN(CC1)C=1C2=C(N=C(N1)OC[C@H]1N(CCC1)C)CN(CC2)C2=CC=CC1=CC=CC(=C21)C([2H])([2H])[2H])CC#N 2-((S)-1-acryloyl-4-(7-(8-(methyl-d3)naphthalen-1-yl)-2-(((S)-1-methylpyrrolidin-2-yl)methoxy)-5,6,7,8-tetrahydropyrido[3,4-d]pyrimidin-4-yl)piperazin-2-yl)acetonitrile